FC=1C=C(C=CC1C=1N=C2SC3=C(N2C1C)C=CC(=C3)C(NCCCN3CCC(CC3)F)=O)[C@@H]3N(CCC3)C(=O)OC(C)(C)C tert-butyl (R)-2-(3-fluoro-4-(7-((3-(4-fluoropiperidin-1-yl)propyl)carbamoyl)-3-methylbenzo[d]imidazo[2,1-b]thiazol-2-yl)phenyl)pyrrolidine-1-carboxylate